OC(C=CC=CC=CC(=O)O)C(CCCCCCCCCCC)O 8,9-dihydroxy-eicosatrienoic acid